N-((S)-2-(4-(4-acetamidophenyl)-1-oxoisoindolin-2-yl)-3-acetoxypropanoyl)-O-acetyl-L-serinate C(C)(=O)NC1=CC=C(C=C1)C1=C2CN(C(C2=CC=C1)=O)[C@H](C(=O)N[C@@H](COC(C)=O)C(=O)[O-])COC(C)=O